O=C1SCCN1 2-oxothiazolidin